N5-(3-(1H-1,2,4-triazol-1-yl)propyl)-N2-(2-chlorophenyl)biphenyl-2,5-diamine N1(N=CN=C1)CCCNC1=CC=C(C(=C1)C1=CC=CC=C1)NC1=C(C=CC=C1)Cl